2-bromophenylcyanide BrC1=C(C=CC=C1)C#N